(R)-(3-cyclohexyl-4-(pyrrolidin-3-yloxy)phenyl)(4-(3-fluoro-5-(piperazin-1-yl)phenoxy)piperidin-1-yl)methanone dihydrochloride Cl.Cl.C1(CCCCC1)C=1C=C(C=CC1O[C@H]1CNCC1)C(=O)N1CCC(CC1)OC1=CC(=CC(=C1)N1CCNCC1)F